N-(adamantan-1-yl)-2-((2-oxo-1,2-dihydropyrimidin-4-yl)thio)acetamide C12(CC3CC(CC(C1)C3)C2)NC(CSC2=NC(NC=C2)=O)=O